FC(C=1C=C(C=C(C1)C(F)(F)F)NC(=O)C1=C(C=CC(=C1)Cl)C1OC=CCC1)(F)F 2-{[3,5-bis(trifluoromethyl)phenyl]carbamoyl}-4-chlorophenyl-dihydropyrane